[5-METHYL-2-(PYRIMIDIN-2-YLMETHOXY)PHENYL]BORANEDIOL CC=1C=CC(=C(C1)B(O)O)OCC1=NC=CC=N1